C[C@@H](COC1=CC=C(C=C1)[C@H](CC(=O)O)C#CC)CC (3S)-3-{4-[(2R)-2-methylbutoxy]phenyl}hex-4-ynoic acid